1-(chloromethyl)-5-fluoro-2-methyl-3-(methylsulfanyl)benzene ClCC1=C(C(=CC(=C1)F)SC)C